FC1=C(C(=C(C(=C1F)F)F)F)CO\N=C\C1=C(N=C2OC=CN21)C2=CC1=CC=CC=C1C=C2 (E)-6-(naphthalen-2-yl)imidazo[2,1-b]oxazole-5-carbaldehyde O-((perfluorophenyl)methyl) oxime